1-[4-amino-8-(trans-4-aminocyclohexoxy)-5,5-dimethyl-6H-benzo[h]quinazolin-7-yl]pyrrolidine-3-carboxamide NC1=NC=NC=2C3=C(CC(C12)(C)C)C(=C(C=C3)O[C@@H]3CC[C@H](CC3)N)N3CC(CC3)C(=O)N